N-{2-[4-(methoxymethyl)-4-methylpiperidin-1-yl]phenyl}-4-[3-(trifluoromethyl)-3H-diazirin-3-yl]benzene-1-sulfonamide COCC1(CCN(CC1)C1=C(C=CC=C1)NS(=O)(=O)C1=CC=C(C=C1)C1(N=N1)C(F)(F)F)C